1-(4-(Benzyloxy)-6-methyl-2-oxopyridin-1(2H)-yl)cyclopropane-1-carboxylic acid benzyl ester C(C1=CC=CC=C1)OC(=O)C1(CC1)N1C(C=C(C=C1C)OCC1=CC=CC=C1)=O